5-fluoro-2-methoxy-3-(4,4,5,5-tetramethyl-1,3,2-dioxaborolan-2-yl)pyridine FC=1C=C(C(=NC1)OC)B1OC(C(O1)(C)C)(C)C